C(CCCCCCCCCCC)(=O)NCCCC[C@H](N)C(=O)O Nε-Lauroyl-Lysine